2-[[7-amino-4-[3-(3-aminophenyl)-1H-indazol-5-yl]-1-oxo-isoindolin-2-yl]methyl]prop-2-enamide NC=1C=CC(=C2CN(C(C12)=O)CC(C(=O)N)=C)C=1C=C2C(=NNC2=CC1)C1=CC(=CC=C1)N